2-oxo-N-(1H-pyrazolo[4,3-c]pyridin-7-yl)-2-[rac-(2R,5S)-5-methyl-2-(2-tetrahydrofuran-3-ylindazol-6-yl)-1-piperidyl]acetamide O=C(C(=O)NC=1C2=C(C=NC1)C=NN2)N2[C@H](CC[C@@H](C2)C)C=2C=CC1=CN(N=C1C2)C2COCC2 |r|